4-benzyloxy-2-(2-fluoro-3-quinolyl)-1,6-naphthyridine-5-carbonitrile C(C1=CC=CC=C1)OC1=CC(=NC=2C=CN=C(C12)C#N)C=1C(=NC2=CC=CC=C2C1)F